1-[4-(cyanomethyl)-1-[[2-(trifluoromethoxy)phenyl]methyl]-4-piperidyl]-3-(cyclopropanecarbonylamino)pyrazole-4-carboxamide C(#N)CC1(CCN(CC1)CC1=C(C=CC=C1)OC(F)(F)F)N1N=C(C(=C1)C(=O)N)NC(=O)C1CC1